ClC1=C(C=CC=C1)[C@@H]1[C@H](COC(C1)(C)C)C(=O)N1[C@H](C(C2(CN(C2)C(C=C)=O)CC1)(F)F)C 1-((S)-7-((3R,4S)-4-(2-chlorophenyl)-6,6-dimethyltetrahydro-2H-pyran-3-carbonyl)-5,5-difluoro-6-methyl-2,7-diazaspiro[3.5]nonan-2-yl)prop-2-en-1-one